CC([C@H](N)C(=O)O)C1=CC=CC=C1 β-methyl-phenylalanine